OC(C(=O)[O-])C(C(C(C(=O)[O-])O)O)O 2,3,4,5-tetrahydroxyhexanedioate